Cl.C(C)OCC(COCC)NC(=O)C1CNC1 N-(1,3-diethoxypropane-2-yl)azetidine-3-carboxamide hydrochloride